8-chloro-3-(5-difluoromethyl-1,3,4-thiadiazol-2-yl)-N-(1-(methyl-d3)cyclopropyl)-N-(4-methoxybenzyl)imidazo[1,5-a]pyridine-6-sulfonamide ClC=1C=2N(C=C(C1)S(=O)(=O)N(CC1=CC=C(C=C1)OC)C1(CC1)C([2H])([2H])[2H])C(=NC2)C=2SC(=NN2)C(F)F